tert-butyl (4-(4-(benzyloxy)phenoxy)butyl)carbamate C(C1=CC=CC=C1)OC1=CC=C(OCCCCNC(OC(C)(C)C)=O)C=C1